FC(C1=NN(C=C1C(=O)NCC1=C(C=C(C=C1)B1OC(C(O1)(C)C)(C)C)C)C)F 3-(difluoromethyl)-1-methyl-N-(2-methyl-4-(4,4,5,5-tetramethyl-1,3,2-dioxaborolan-2-yl)benzyl)-1H-pyrazole-4-carboxamide